NC1=NC(=CC(=N1)N1[C@H](COCCC1)C1=C(C=C(C=C1)NC(C)=O)Cl)C (S)-N-(4-(4-(2-amino-6-methylpyrimidin-4-yl)-1,4-oxazepan-3-yl)-3-chlorophenyl)acetamide